F[C@@H]1CN(CC[C@@H]1NC1=C2C=C(N(C2=CC=C1)CC(F)(F)F)C1=NOC(=N1)CNC(=O)C1=CSC=C1)C |r| (+/-)-N-{[3-(4-{[(3R,4S)-3-fluoro-1-methylpiperidin-4-yl]amino}-1-(2,2,2-trifluoroethyl)-1H-indol-2-yl)-1,2,4-oxadiazol-5-yl]methyl}thiophene-3-carboxamide